2-{3-[(2R,6S)-2,6-dimethylmorpholine-4-carbonyl]-5,6-dihydrocyclopenta[c]pyrazol-1(4H)-yl}-1-{3-[2-(trifluoromethyl)phenyl]pyrrolidin-1-yl}ethan-1-one C[C@@H]1CN(C[C@@H](O1)C)C(=O)C=1C2=C(N(N1)CC(=O)N1CC(CC1)C1=C(C=CC=C1)C(F)(F)F)CCC2